titanium aluminum niobium-iron [Fe].[Nb].[Al].[Ti]